S1C2=C(C=C1C1=CC(=NN1)C1=C(C3=CC=CC=C3C=C1)O)C=CC=C2 2-(5-(Benzo[b]thiophen-2-yl)-1H-pyrazol-3-yl)naphthalen-1-ol